6-[5-[(phenylsulfonyl)amino]-3-pyridinyl]-imidazo[1,2-a]pyridine-3-carboxylic acid, ethyl ester C1(=CC=CC=C1)S(=O)(=O)NC=1C=C(C=NC1)C=1C=CC=2N(C1)C(=CN2)C(=O)OCC